C(C)(C)(C)NC(=O)C=1C(N=C2C=CC=CC12)C1=CC=C(C=C1)OC N-(tert-butyl)-2-(4-methoxyphenyl)-2H-indole-3-carboxamide